O=S1(N(CCC1)CC1=CC2=C(N(C=N2)C2=CC=C(C(=N2)N2N=C(C=C2C)C#N)C(C)O)C=C1)=O 1-[6-[5-[(1,1-Dioxo-1,2-thiazolidin-2-yl)methyl]benzimidazol-1-yl]-3-(1-hydroxyethyl)-2-pyridyl]-5-methyl-pyrazole-3-carbonitrile